3-(5-{2-[(butan-2-yl)amino]-[1,3]thiazolo[5,4-b]pyridin-5-yl}-1-oxo-2,3-dihydro-1H-isoindol-2-yl)piperidine-2,6-dione CC(CC)NC=1SC2=NC(=CC=C2N1)C=1C=C2CN(C(C2=CC1)=O)C1C(NC(CC1)=O)=O